7H-pyrrolo[2,3]pyrimidine-7-carboxylate N1=CN=CC2=C1C(C=N2)C(=O)[O-]